C([S-])([O-])=S.[Cu+2] copper dithiocarbonate